3-(1,3,4,5-tetrahydrobenzo[c]oxazin-7-yl)tetrahydro-1H-pyrrolizin N1OCCC2C1=CC(=CC2)C2CCC1=CCCN21